N-[(3S,4S)-1-methyl-3-methyl-4-piperidyl]-6-[3-(4-mesyl-2-toluidino)-1-propynyl]-1-(2,2,2-trifluoroethyl)-1H-1,3-benzimidazole-4-carboxamide CN1C[C@@H]([C@H](CC1)NC(=O)C1=CC(=CC=2N(C=NC21)CC(F)(F)F)C#CCNC=2C(=CC=C(C2)S(=O)(=O)C)C)C